N-Tetralin-1-ylpyrido[3,2-d]pyrimidin-3-ium-4-amine chloride [Cl-].C1(CCCC2=CC=CC=C12)NC=1C2=C(N=C[NH+]1)C=CC=N2